4-((3'R,4'S,5'R)-6''-chloro-4'-(3-chloro-2-fluorophenyl)-4,4-difluoro-2''-oxodispiro[cyclohexane-1,2'-pyrrolidine-3',3''-indoline]-5'-carboxamido)bicyclo[2.2.2]octane-1-carboxylic acid ClC1=CC=C2[C@@]3(C(NC2=C1)=O)C1(N[C@H]([C@@H]3C3=C(C(=CC=C3)Cl)F)C(=O)NC32CCC(CC3)(CC2)C(=O)O)CCC(CC1)(F)F